oxdiazole fumarate C(\C=C\C(=O)O)(=O)O.O1N=NC=C1